C(C)OC(CCN1CCC(CC1)C=1C=CC(NC1)=O)=O 5-[1-(3-ethoxy-3-oxopropyl)piperidin-4-yl]pyridin-2-one